N-[3-methyl-1-[4-[(1-methylpyrazol-4-yl)amino]-1,3,5-triazin-2-yl]indol-5-yl]prop-2-enamide CC1=CN(C2=CC=C(C=C12)NC(C=C)=O)C1=NC=NC(=N1)NC=1C=NN(C1)C